CNC(C1=CC(=CC=C1)[C@@H](C)N1C=NC2=C(C1=O)C=NC(=C2)C=2C=NNC2C(F)(F)F)=O (R)-N-methyl-3-(1-(4-oxo-7-(5-(trifluoromethyl)-1H-pyrazol-4-yl)pyrido[4,3-d]pyrimidin-3(4H)-yl)ethyl)benzamide